(S)-7-chloro-1-ethyl-2-(methoxymethyl)-2,3-dihydroimidazo[1,2-c]pyrimidin-5(1H)-one ClC=1C=C2N(C(N1)=O)C[C@H](N2CC)COC